3-((4-Chlorophenyl)amino)-N-(2-(pyrrolidin-1-yl)ethyl)quinoxaline-2-carboxamide ClC1=CC=C(C=C1)NC=1C(=NC2=CC=CC=C2N1)C(=O)NCCN1CCCC1